(E)-3-(dimethylamino)-1-(4-methyl-1,3-thiazol-2-yl)prop-2-en-1-one CN(/C=C/C(=O)C=1SC=C(N1)C)C